diisobutyl (2-n-butylpentylidene)malonate C(CCC)C(C=C(C(=O)OCC(C)C)C(=O)OCC(C)C)CCC